C(C)(C)(C)C1N(C=CC1(C(=O)O)C)C(=O)OCCOC=1C=C2C(=NC=NC2=CC1OCCOC)NC1=CC(=CC=C1)C#C 2-[[4-[(3-ethynylphenyl)amino]-7-(2-methoxyethoxy)-6-quinazolinyl]oxy]ethanol 1-tert-Butyl-3-methyl-2,3-dihydro-1H-pyrrole-1,3-dicarboxylate